N-((3R,4S,6R)-4-azido-6-((S)-1-(4-fluorophenyl)-1,2,3,4-tetrahydroisoquinoline-2-carbonyl)tetrahydro-2H-pyran-3-yl)propanamide N(=[N+]=[N-])[C@@H]1[C@H](CO[C@H](C1)C(=O)N1[C@H](C2=CC=CC=C2CC1)C1=CC=C(C=C1)F)NC(CC)=O